CCCCC1=NC(=C(C=C1)C(=O)N)Cl N-butyl-2-chloronicotinamide